(4-hydroxy-3,5-bis(1-pyrrolidinomethyl) benzyl) carbamate C(N)(OCC1=CC(=C(C(=C1)CN1CCCC1)O)CN1CCCC1)=O